(2-chloro-4,5-difluoro-phenyl)-(3,8-diazabicyclo[3.2.1]oct-3-yl)methanone ClC1=C(C=C(C(=C1)F)F)C(=O)N1CC2CCC(C1)N2